4-hydroxy-2-oxo-bicyclo[2.2.2]octane-1-carboxylic acid ethyl ester C(C)OC(=O)C12C(CC(CC1)(CC2)O)=O